1,2-diphosphine C1=CC=PP=C1